3-fluoro-6-(1H-imidazol-1-yl)-N-((1r,4r)-4-(2-methoxyethoxy)cyclohexyl)picolinamide FC=1C(=NC(=CC1)N1C=NC=C1)C(=O)NC1CCC(CC1)OCCOC